CC1=NC=CC(=N1)/C=C/C(=O)O (E)-3-(2-methylpyrimidin-4-yl)prop-2-enoic acid